(2-amino-3-(3-((2-(3,5-difluorophenoxy)pyrimidin-5-yl)methyl)isoxazol-5-yl)pyridin-1-ium-1-yl)methyl hydrogen phosphate P(=O)(OC[N+]1=C(C(=CC=C1)C1=CC(=NO1)CC=1C=NC(=NC1)OC1=CC(=CC(=C1)F)F)N)(O)[O-]